ClC1=CC(=C(N=N1)C(=O)OC)N(C)C1CC1 methyl 6-chloro-4-(cyclopropyl(methyl)amino)pyridazine-3-carboxylate